OC1=C(C(=O)OC)C(=CC(=C1)O)C methyl 2,4-dihydroxy-6-methylbenzoate